(4,5-difluoro-2-(methoxy-d3)phenyl)boronic acid FC1=CC(=C(C=C1F)B(O)O)OC([2H])([2H])[2H]